BrC1=CC(=C(C=C1)C1=NN2C(N=C(C=C2C2=CC=C(C=C2)OC)C(=O)N2[C@@H](C3=CC=CC=C3CC2)C)=C1)F (1R)-2-[2-(4-bromo-2-fluorophenyl)-7-(4-methoxyphenyl)pyrazolo[1,5-a]pyrimidine-5-carbonyl]-1-methyl-1,2,3,4-tetrahydroisoquinoline